N-acetyl-S-((R)-2,3-bis(palmitoyloxy)propyl)-L-cysteinyl-D-seryl-L-lysyl-L-lysyl-L-lysyl-L-lysine C(C)(=O)N[C@@H](CSC[C@@H](COC(CCCCCCCCCCCCCCC)=O)OC(CCCCCCCCCCCCCCC)=O)C(=O)N[C@H](CO)C(=O)N[C@@H](CCCCN)C(=O)N[C@@H](CCCCN)C(=O)N[C@@H](CCCCN)C(=O)N[C@@H](CCCCN)C(=O)O